1-azido-1-fluoro-3,3-dimethyl-1-phenylbutan-2-one N(=[N+]=[N-])C(C(C(C)(C)C)=O)(C1=CC=CC=C1)F